CS(=O)(=O)OC[C@H]1CN(CCC1)C(=O)OC(C)(C)C tert-Butyl (3R)-3-(methylsulfonyloxymethyl)piperidine-1-carboxylate